methyl 2-(3-(1,3-dioxolan-2-yl)-4-((6-(methylsulfonyl)quinolin-4-yl)oxy)phenyl)acetate O1C(OCC1)C=1C=C(C=CC1OC1=CC=NC2=CC=C(C=C12)S(=O)(=O)C)CC(=O)OC